C(C)OC(C(=CNC1=C2C=CNC2=CC(=C1)F)C1=C(C(=O)OCC)C=C(C(=C1)OC([2H])([2H])[2H])OC([2H])([2H])[2H])=O ethyl 2-(3-ethoxy-1-((6-fluoro-1H-indol-4-yl)amino)-3-oxoprop-1-en-2-yl)-4,5-bis(methoxy-d3)benzoate